C(=O)(O)COC=1C=C(C(=O)NCC(=O)N[C@@H](CCCCN2C(C=CC2=O)=O)C(=O)OC(C)(C)C)C=CC1 tert-Butyl N-[3-(carboxymethoxy)benzoyl]glycyl-6-(2,5-dioxo-2,5-dihydro-1H-pyrrol-1-yl)-L-norleucinate